1,4-dithiacyclohexane S1CCSCC1